C(C=C)(=O)NC=1C=C(C=CC1)C=1C=C(C=C2C=NC=NC12)C=1C=CC(=NC1)C(=O)NC=1C=C(C=CC1)C 5-(8-(3-acrylamidophenyl)quinazolin-6-yl)-N-(m-tolyl)picolinamide